(E)-1-[4-(4-Hydroxypiperidin-1-yl)phenyl]-3-(3-methoxy-4-propoxyphenyl)prop-2-en-1-one OC1CCN(CC1)C1=CC=C(C=C1)C(\C=C\C1=CC(=C(C=C1)OCCC)OC)=O